2-(6-(4-(4-(4-(2,6-dioxopiperidin-3-yl)benzyl)piperazin-1-yl)phenyl)-1-oxoisoindolin-2-yl)-2-(5-fluoro-2-hydroxyphenyl)-N-(thiazol-2-yl)acetamide O=C1NC(CCC1C1=CC=C(CN2CCN(CC2)C2=CC=C(C=C2)C2=CC=C3CN(C(C3=C2)=O)C(C(=O)NC=2SC=CN2)C2=C(C=CC(=C2)F)O)C=C1)=O